C(C)(=O)O[C@@H]1CC2=CC[C@H]3[C@@H]4CC(C[C@@]4(CCNCC4=C(C(=CC=C4)Cl)Cl)CC[C@@H]3[C@]2(CC1)C)=O (2,3-dichlorobenzylaminomethyl)-16-oxo-androsta-5-en-3beta-ol acetate